[Cl-].NC1=C[N+](=NO1)CC1N(CCCC1)CC(F)(F)F 5-amino-3-((1-(2,2,2-trifluoroethyl)piperidin-2-yl)methyl)-1,2,3-oxadiazol-3-ium chloride